quinoline-thione N1C(C=CC2=CC=CC=C12)=S